3-chloro-1-methyl-6-[4-(2-tetrahydropyran-4-yloxyethoxy)phenoxy]indazole-5-carboxamide ClC1=NN(C2=CC(=C(C=C12)C(=O)N)OC1=CC=C(C=C1)OCCOC1CCOCC1)C